3-((3S,5R)-3-methyl-5-((5-(5-(methylsulfonyl)thiazol-2-yl)-1H-pyrrolo[2,3-b]pyridin-4-yl)amino)piperidin-1-yl)-3-oxopropanenitrile C[C@@H]1CN(C[C@@H](C1)NC1=C2C(=NC=C1C=1SC(=CN1)S(=O)(=O)C)NC=C2)C(CC#N)=O